[Br-].[Br-].N1C=[NH+]C=C1.N1C=[NH+]C=C1 1H-imidazol-3-ium dibromide